4-(6-(5-((2,4-difluorophenyl)sulfonyl)-6-methoxypyridin-3-yl)quinazolin-4-yl)aminopiperidine FC1=C(C=CC(=C1)F)S(=O)(=O)C=1C=C(C=NC1OC)C=1C=C2C(=NC=NC2=CC1)NC1CCNCC1